C(C)(C)(C)C=1C=C(C=C(C1O)C(C)(C)C)C=CC(=O)[O-] 3-(3,5-di-tert-butyl-4-hydroxyphenyl)acrylate